3-[3-(2-methoxy-1,1-dimethyl-2-oxo-ethyl)phenoxy]azetidine-1-carboxylic acid tert-butyl ester C(C)(C)(C)OC(=O)N1CC(C1)OC1=CC(=CC=C1)C(C(=O)OC)(C)C